COC([C@H](NC=1C(C2=C(C=CC=C2C(C1)=O)O)=O)CC(C)C)=O (8-Hydroxy-1,4-dioxo-1,4-dihydronaphthalen-2-yl)-D-leucine methyl ester